2-(4-bromo-2-chlorophenyl)-2-oxoacetic acid ethyl ester C(C)OC(C(=O)C1=C(C=C(C=C1)Br)Cl)=O